N1(CCNCCCC1)C=1C2=C(N=C(N1)OCC13CCCN3CCC1)C(=C(N=C2)C2=CC(=CC1=CC=CC(=C21)C#C)O)F 4-(4-(1,4-diazocan-1-yl)-8-fluoro-2-((tetrahydro-1H-pyrrolizin-7a(5H)-yl)methoxy)pyrido[4,3-d]pyrimidin-7-yl)-5-ethynylnaphthalen-2-ol